C(C1=CC=NC=C1)(=O)NNC(C1=CC=NC=C1)=O diisonicotinoyl-hydrazine